FC1=C(C=CC=C1CS(=O)(=O)C)CC=1C(OC2=CC(=CC=C2C1C)OC1=NC=CC=C1F)=O 3-[[2-fluoro-3-(methylsulfonylmethyl)phenyl]methyl]-7-[(3-fluoro-2-pyridyl)oxy]-4-methyl-chromen-2-one